C(C1=CC=CC=C1)(=O)OC.CC=1C=C(C=C(C1)C)C(=C)C1COC2(C1CC(C=C2)=O)C2=CC=CC=C2 (Z)-(3,5-Dimethylphenyl) (5-oxo-7a-phenyl-3a,4,5,7a-tetrahydrobenzofuran-3(2H)-ylethylene) methyl benzoate